5-(3-(3-(4-chlorophenyl)ureido)phenyl)-1H-thiophene ClC1=CC=C(C=C1)NC(NC=1C=C(C=CC1)C1=CC=CS1)=O